C(C1=CC=CC=C1)N1CCC(CC1)CCNC(=O)N1CCC(CC1)C1=CC=C(C=C1)OC N-[2-(1-benzylpiperidin-4-yl)ethyl]-4-(4-methoxyphenyl)piperidine-1-carboxamide